C(C)(C)(C)OC(CC[C@@H](C(=O)N[C@@H](C(=O)OCC1=CC=CC=C1)CC1=CN(C2=CC=CC=C12)C)NC(=O)OC(C)(C)C)=O (S)-5-(((R)-1-(benzyloxy)-3-(1-methyl-1H-indol-3-yl)-1-oxopropan-2-yl)amino)-4-((tert-butoxycarbonyl)amino)-5-oxopentanoic acid tert-butyl ester